N-(2-(1H-benzo[d]imidazol-6-yl)aminoethyl)methylsulfonamide N1C=NC2=C1C=C(C=C2)NCCNS(=O)(=O)C